C(C)(=O)N(C1=CC=C(C=C1)C1=CC=C(C(=O)NCC=2C=NC=CC2)C=C1)CC(C)C 4-[4-[acetyl(isobutyl)amino]phenyl]-N-(3-pyridyl-methyl)benzamide